N[C@@H](CCCCN)C(=O)N[C@@H]([C@H](O)C)C(=O)N[C@@H](CCCCN)C(=O)N[C@@H](CO)C(=O)O lysyl-threonyl-lysyl-serine